(S)-N-((R or S)-(4-chlorophenyl)(6-(2,2,2-trifluoroethoxy)pyridazin-3-yl)methyl)-2-oxooxazolidine-5-carboxamide ClC1=CC=C(C=C1)[C@@H](NC(=O)[C@@H]1CNC(O1)=O)C=1N=NC(=CC1)OCC(F)(F)F |o1:7|